oleyl-glycinamide C(CCCCCCC\C=C/CCCCCCCC)NCC(=O)N